(2S,3S)-3-((2-chloro-6-(5-chlorothiophen-2-yl)-5-fluoropyrimidin-4-yl)amino)bicyclo[2.2.2]octane-2-carboxylic acid ClC1=NC(=C(C(=N1)N[C@@H]1[C@H](C2CCC1CC2)C(=O)O)F)C=2SC(=CC2)Cl